2-(2-(cyclopropanesulfonamido)thiazol-4-yl)-2-ethyl-N-(2-fluoro-4-(pyridin-3-yl)phenyl)butanamide C1(CC1)S(=O)(=O)NC=1SC=C(N1)C(C(=O)NC1=C(C=C(C=C1)C=1C=NC=CC1)F)(CC)CC